O=C(CC(=O)N1CC2CCC(C1)N2C(=O)OC(C)(C)C)C tert-butyl 3-(3-oxobutanoyl)-3,8-diazabicyclo[3.2.1]octane-8-carboxylate